OC(CCCCCCCCCCC(=O)OCCC(C)OC(CCCCCCCCCCC(CCCCCC)O)=O)CCCCCC Butane-1,3-diyl bis(12-hydroxyoctadecanoate)